N1=NC=C(C2=CC=CC=C12)OC1=CC=C(C=C1)S(=O)(C)=N (4-(cinnolin-4-yloxy)phenyl)(imino)(methyl)-λ6-sulfanone